ClC1=C(C=CC=C1)C(C(C(=O)OCC)=C)O Ethyl 2-((2-chlorophenyl) (hydroxy)methyl)acrylate